C(C)(C)(C)N1N=C(C(=C1C)O)C1=C(C=C(C(=C1)F)F)F 1-(tert-Butyl)-3-(2,4,5-trifluorophenyl)-5-methyl-pyrazol-4-ol